N1=C(C=CC=C1)O[C@@H]1CC2=CC[C@H]3[C@@H]4CC=C([C@@]4(C)CC[C@@H]3[C@]2(CC1)C)N1C=NC2=C1C=CC=C2 3β-(Pyridin-2-yloxy)-17-(1H-benzimidazol-1-yl)androsta-5,16-dien